ClC1=CC(=C(CC2=CC=C3CCN(CC3=C2)CC2=NC=3C(=NC(=CC3)C(=O)O)N2C[C@H]2OCC2)C=C1)F (S)-2-((7-(4-chloro-2-fluorobenzyl)-3,4-dihydroisoquinolin-2(1H)-yl)methyl)-3-(oxetan-2-ylmethyl)-3H-imidazo[4,5-b]pyridine-5-carboxylic acid